CC1=CC(=C(C1)C)C 1,3,4-trimethylcyclopentadiene